C(C1=CC=CC=C1)O[C@@H]1[C@H]([C@@H](OCC=C)O[C@@H]([C@H]1O)CO)NC(=O)OCC(Cl)(Cl)Cl allyl 3-O-benzyl-2-deoxy-2-{[(2,2,2-trichloroethoxy)carbonyl]amino}-α-D-glucopyranoside